O1C(COC2=NC=CC=C21)COC2=NC(N1C(C3=CC=C(C=C3CC1)C#CC(C)(C1=CC=CC=C1)O)=C2)=O 2-(2,3-Dihydro-[1,4]dioxino[2,3-b]pyridin-2-ylmethoxy)-9-(3-hydroxy-3-phenyl-but-1-ynyl)-6,7-dihydro-pyrimido[6,1-a]isoquinolin-4-one